7-amino-4-methyl-coumarin-3-acetic acid NC1=CC=C2C(=C(C(OC2=C1)=O)CC(=O)O)C